CNN(C(C(=C)CCC)=O)NC N,N-dimethylamino-propylacrylamide